N1CC(C1)OC1=NN(C=C1[N+](=O)[O-])C 3-(azetidin-3-yloxy)-1-methyl-4-nitro-1H-pyrazole